7-(2,6-difluoro-3,5-dimethoxyphenyl)-2-{[(3R)-3-(dimethylamino)pyrrolidin-1-yl]methyl}-9,9-dimethyl-3,6,7,9-tetrahydro-8H-pyrrolo[2,3-c]-2,7-naphthyridin-8-one FC1=C(C(=C(C=C1OC)OC)F)N1C(C(C=2C3=C(N=CC2C1)NC(=C3)CN3C[C@@H](CC3)N(C)C)(C)C)=O